1,1'-((2,2-dimethylpropane-1,3-diyl)bis(oxy))bis(5-fluoro-1,3-dihydrobenzo[c][1,2]oxaborole) CC(COB1OCC2=C1C=CC(=C2)F)(COB2OCC1=C2C=CC(=C1)F)C